(2-ethoxyethyl)benzene-1,2-diamine C(C)OCCC1=C(C(=CC=C1)N)N